OOC(CO)COP(=O)(O)OCCN 2-hydroxy-glycero-3-phosphoethanolamine